C(C=C)(=O)N1C[C@@H](N(C[C@H]1C)C=1C2=C(N(C(N1)=O)C=1C(=NC=CC1SC)C(C)C)N=C(C(=C2)Cl)C2=C(C=CC=C2O)F)C 4-((2s,5r)-4-propenoyl-2,5-dimethylpiperazin-1-yl)-6-chloro-7-(2-fluoro-6-hydroxyphenyl)-1-(2-isopropyl-4-(methylsulfanyl)pyridin-3-yl)pyrido[2,3-d]pyrimidin-2(1H)-one